pyrimidin-4-yl 2,4,6-triisopropylbenzenesulfonate C(C)(C)C1=C(C(=CC(=C1)C(C)C)C(C)C)S(=O)(=O)OC1=NC=NC=C1